2-(3,5-difluorophenoxy)-8-fluoro-5-iodobicyclo[4.2.0]octa-1,3,5-triene FC=1C=C(OC2=C3C(CC3=C(C=C2)I)F)C=C(C1)F